5-bromo-7-[(E)-2-(4-chlorophenyl)vinyl]-2,3-dihydrobenzofuran BrC=1C=C(C2=C(CCO2)C1)\C=C\C1=CC=C(C=C1)Cl